CS(=O)(=O)C1(CC1)C1=NNC=C1 3-(1-methanesulfonylcyclopropyl)-1H-pyrazole